C1(CCC1)N1C=C(C=2C1=NC=C(C2F)C(=O)OC)C methyl 1-cyclobutyl-4-fluoro-3-methyl-1H-pyrrolo[2,3-b]pyridine-5-carboxylate